BrC1=CC=C(O1)/C=C/C(C)=O (E)-4-(5-bromo-furan-2-yl)-but-3-en-2-one